Bis-(5-iodo-2-methoxy-4-propylphenyl) carbonate C(OC1=C(C=C(C(=C1)I)CCC)OC)(OC1=C(C=C(C(=C1)I)CCC)OC)=O